5-(4-amino-3-fluorophenyl)-2,7-dimethyl-7H-pyrrolo[2,3-d]pyrimidin-4-amine NC1=C(C=C(C=C1)C1=CN(C=2N=C(N=C(C21)N)C)C)F